4-(4-cyano-2-(trifluoromethyl)phenyl)piperazine-1-carboxylic acid tert-butyl ester C(C)(C)(C)OC(=O)N1CCN(CC1)C1=C(C=C(C=C1)C#N)C(F)(F)F